(S)-2-amino-N-(1-(8-((3-hydroxyoxetan-3-yl)ethynyl)-1-oxo-2-phenyl-1,2-dihydroisoquinolin-3-yl)ethyl)pyrazolo[1,5-a]pyrimidine-3-carboxamide NC1=NN2C(N=CC=C2)=C1C(=O)N[C@@H](C)C=1N(C(C2=C(C=CC=C2C1)C#CC1(COC1)O)=O)C1=CC=CC=C1